1-(4-(2-((1-((3-(Cyclopropylamino)propyl)sulfonyl)piperidin-4-yl)amino)-5-(trifluoromethyl)pyrimidin-4-yl)-1H-pyrazol-1-yl)-2-methylpropan-2-ol C1(CC1)NCCCS(=O)(=O)N1CCC(CC1)NC1=NC=C(C(=N1)C=1C=NN(C1)CC(C)(O)C)C(F)(F)F